2,6-di-tert-butyl-4-(4-chlorobenzylidene)-2,5-cyclohexadiene-1-one C(C)(C)(C)C=1C(C(=CC(C1)=CC1=CC=C(C=C1)Cl)C(C)(C)C)=O